S(N)(O)(=O)=O.NCCNCC[Na] 2-(2-aminoethyl)aminoethyl-sodium sulfamate